C(C=C)[C@]1([C@H](C[C@@H](O1)N1C(NC(C=C1)=O)=O)O[Si](C)(C)C(C)(C)C)CO[Si](C)(C)C(C)(C)C 1-((2R,4S,5R)-5-allyl-4-((tert-butyldimethylsilyl)oxy)-5-(((tert-butyldimethylsilyl)oxy)methyl)tetrahydrofuran-2-yl)pyrimidine-2,4(1H,3H)-dione